C(C1=CC=CC=C1)OC(NCCC(C)C)=O (3-methylbutyl)carbamic acid benzyl ester